C(=O)C1CCC(CC1)N1N=C2C=C(C(=CC2=C1)NC(=O)C1=NC(=CC=C1)C(F)(F)F)C(=O)OC Methyl 2-(4-formylcyclohexyl)-5-[[6-(trifluoromethyl)pyridine-2-carbonyl]amino]indazole-6-carboxylate